NC1=C(C(=O)NC2CCNCC2)C=C(C=N1)C1=CC=C(C=C1)CN1CCOCC1 2-amino-5-(4-(morpholinomethyl)phenyl)-N-(piperidin-4-yl)nicotinamide